(2R,3S)-3-((6-fluoro-2-(2-methoxy-7-methylquinoxalin-5-yl)thiazolo[5,4-b]pyridin-5-yl)oxy)butan-2-yl (2-(2-hydroxyethyl)pyridin-4-yl)carbamate OCCC1=NC=CC(=C1)NC(O[C@H](C)[C@H](C)OC1=C(C=C2C(=N1)SC(=N2)C2=C1N=CC(=NC1=CC(=C2)C)OC)F)=O